2-amino-6-fluoro-N-(4-(4-(piperazine-1-carbonyl)phenyl)pyridin-3-yl)pyrazolo[1,5-a]pyrimidine-3-carboxamide NC1=NN2C(N=CC(=C2)F)=C1C(=O)NC=1C=NC=CC1C1=CC=C(C=C1)C(=O)N1CCNCC1